methyl 4,5,6,7-tetrahydro-2H-isoindole-1-carboxylate C=1(NC=C2CCCCC12)C(=O)OC